FC=1C=C(C=CC1)C=1C(=CC=C(C1)O)C1C(CC=CC1)NC(C)=O N-(3''-fluoro-4'-hydroxy-1,2,3,6-tetrahydro-[1,1':2',1''-terphenyl]-2-yl)acetamide